S(=O)(=O)(C1=C(C(=C(C(=C1F)F)F)F)F)C1=C(C(=C(C(=C1F)F)F)F)F 6,6'-sulfonylbis(1,2,3,4,5-pentafluorobenzene)